6-(Benzyloxy)pyrazolo[1,5-a]pyrimidine-5-carboxylic acid C(C1=CC=CC=C1)OC=1C(=NC=2N(C1)N=CC2)C(=O)O